2-(7-((2S,5R)-2,5-dimethyl-4-(1-(quinoxalin-6-yl)propyl)piperazin-1-yl)-4-methyl-5-oxo-4,5-dihydro-2H-pyrazolo[4,3-b]pyridin-2-yl)acetonitrile C[C@@H]1N(C[C@H](N(C1)C(CC)C=1C=C2N=CC=NC2=CC1)C)C=1C=2C(N(C(C1)=O)C)=CN(N2)CC#N